CC12CCC(CC2O1)O 6-methyl-7-oxabicyclo[4.1.0]-3-heptanol